p-fluoro-N-(4-(trifluoromethyl)benzyl)benzamide FC1=CC=C(C(=O)NCC2=CC=C(C=C2)C(F)(F)F)C=C1